5-{2-acetamidoimidazo[1,2-b]pyridazin-6-yl}-N-{[2-fluoro-5-(trifluoromethyl)phenyl]methyl}-2-methylpyridine-3-carboxamide C(C)(=O)NC=1N=C2N(N=C(C=C2)C=2C=C(C(=NC2)C)C(=O)NCC2=C(C=CC(=C2)C(F)(F)F)F)C1